3-adamantane-dimethanol C12(CC3(CC(CC(C1)C3)C2)CO)CO